(R)-(1-(aminothioformyloxy)-3-phenylpropan-2-yl)carbamic acid tert-butyl ester C(C)(C)(C)OC(N[C@@H](COC(=S)N)CC1=CC=CC=C1)=O